C1(=CC=C(C=C1)N1N=CC(=C1)C(=O)N)C 1-(p-tolyl)-1H-pyrazole-4-carboxamide